C1(CCCC1)C=1C=NC(=NC1)NC(C1=C(C=CC(=C1)[N+](=O)[O-])SC=1N=NN(C1)C)=O N-(5-cyclopentylpyrimidin-2-yl)-2-[(1-methyl-1H-1,2,3-triazol-4-yl)sulfanyl]-5-nitrobenzamide